4-(4-formyl-1H-imidazol-2-yl)piperazine-1-carboxylic acid tert-butyl ester C(C)(C)(C)OC(=O)N1CCN(CC1)C=1NC=C(N1)C=O